4-(((Z)-5-((Z)-7-bromo-2-oxoindoline-3-ylidene)-3-(4-fluorophenyl)-4-oxothiazolidin-2-ylidene)amino)benzenesulphonamide BrC=1C=CC=C2/C(/C(NC12)=O)=C/1\C(N(/C(/S1)=N/C1=CC=C(C=C1)S(=O)(=O)N)C1=CC=C(C=C1)F)=O